FC=1C=C2C(=CNC2=CC1F)NS(=O)(=O)C1=NC=C(C=C1)C(F)(F)F N-(5,6-difluoro-1H-indol-3-yl)-5-(trifluoromethyl)pyridine-2-sulfonamide